tert-butyl N-[(3R)-7-cyano-8-fluoro-4-oxo-3,5-dihydro-2H-1,5-benzothiazepin-3-yl]carbamate C(#N)C=1C(=CC2=C(NC([C@H](CS2)NC(OC(C)(C)C)=O)=O)C1)F